1-bromo-4-cyclopropyl-2-(ethoxymethoxy)benzene BrC1=C(C=C(C=C1)C1CC1)OCOCC